C(C(=C)C)(=O)OCC[N+](CCCCS(=O)(=O)[O-])(C)C 4-((2-(methacryloyloxy)ethyl)-dimethylammonio)butane-1-sulfonate